(2S,4R)-1-(2-(3-acetyl-5-(2-aminopyrimidin-5-yl)-1H-indazol-1-yl)acetyl)-4-fluoro-N-(6-(trifluoromethyl)pyridin-2-yl)pyrrolidine-2-carboxamide C(C)(=O)C1=NN(C2=CC=C(C=C12)C=1C=NC(=NC1)N)CC(=O)N1[C@@H](C[C@H](C1)F)C(=O)NC1=NC(=CC=C1)C(F)(F)F